OC1=CC2=C(C=NO2)C=C1C(=O)O 6-Hydroxybenzo[d]isoxazole-5-carboxylic acid